C(C)OC(=O)C=1C=2N(N=CC1)C(=CN2)N 3-Aminoimidazo[1,2-b]pyridazine-8-carboxylic acid ethyl ester